4-benzyl-2-(tributylstannyl)-1,3-thiazole C(C1=CC=CC=C1)C=1N=C(SC1)[Sn](CCCC)(CCCC)CCCC